[Na+].COC=1C=C(C=CC1)SCCCC(=O)[O-] 4-((3-methoxyphenyl)thio)butanoic acid sodium salt